COC=1C(=C(C(=CC1)C)C1=C2C(=NC(=C1)C(=O)NC)C=NN2)C 7-(3-methoxy-2,6-dimethylphenyl)-N-methyl-1H-pyrazolo[4,3-b]pyridine-5-carboxamide